ClC=1C=C2C(=NC(=NC2=C(C1C1=CC(=CC2=CC=CC=C12)OCOC)F)C1=CC(=CC2=CC=CC=C12)OCOC)N1C[C@H]2CC[C@@H](C1)N2C(=O)OC(C)(C)C tert-butyl (1R,5S)-3-((S or R)-6-chloro-8-fluoro-2,7-bis(3-(methoxymethoxy)naphthalen-1-yl)quinazolin-4-yl)-3,8-diazabicyclo[3.2.1]octan-8-carboxylate